O1C(=CC=C1)C1=CC(=NO1)C(=O)NC1CCC(CC1)NC1=CC(=NC2=CC=C(C=C12)Cl)C(F)(F)F 5-(furan-2-yl)-N-[(1s,4s)-4-{[6-chloro-2-(trifluoromethyl)quinolin-4-yl]amino}cyclohexyl]-1,2-oxazole-3-carboxamide